ICCCCI 1,4-Diiodo-butane